C(C)C1=CC(=NN1C)[C@@H](CCN1CCOCC1)O (R)-1-(5-ethyl-1-methyl-pyrazol-3-yl)-3-morpholino-propan-1-ol